COC(O[C@]1(O[C@H](C[C@@H]1OC(=O)OCC=1OC(OC1C)=O)N1C2=NC(=NC(=C2N=C1)N)F)C#C)=O Carbonic acid ((2r,3s,5r)-5-(6-amino-2-fluoro-9H-purin-9-yl)-2-ethynyl-3-((((5-methyl-2-oxo-1,3-dioxolen-4-yl) methoxy) carbonyl) oxy) tetrahydrofuran-2-yl) methyl ester